1,2-bis(3,4-dicarboxyphenyl)ethane C(=O)(O)C=1C=C(C=CC1C(=O)O)CCC1=CC(=C(C=C1)C(=O)O)C(=O)O